(2S,3R)-3-hydroxy-2-(1-oxo-2,5-diazaspiro[3.4]octan-2-yl)butanamide O[C@@H]([C@@H](C(=O)N)N1C(C2(C1)NCCC2)=O)C